N-(2-(2-Aminoethyl)benzyl)-N-(2-oxo-2-((2'-oxo-1,1',2',3-tetrahydrospiro[indene-2,3'-pyrrolo[2,3-b]pyridin]-5-yl)amino)ethyl)pivalamide NCCC1=C(CN(C(C(C)(C)C)=O)CC(NC=2C=C3CC4(C(NC5=NC=CC=C54)=O)CC3=CC2)=O)C=CC=C1